CC1=NN2C(=NC=CC2=N1)C=1OC(=CC1)C(C)C 2-methyl-5-(5-propan-2-ylfuran-2-yl)-[1,2,4]triazolo[1,5-c]pyrimidin